(R)-3-((7-chloro-1-methyl-6-((4-(methylamino)pyrazolo[1,5-a]pyrazin-3-yl)oxy)-1H-imidazo[4,5-b]pyridin-2-yl)amino)-1-(tetrahydrofuran-3-yl)-5-(trifluoromethyl)pyridin-2(1H)-one ClC1=C2C(=NC=C1OC=1C=NN3C1C(=NC=C3)NC)N=C(N2C)NC=2C(N(C=C(C2)C(F)(F)F)[C@H]2COCC2)=O